trans-N-(6-(1,2-dimethyl-1H-imidazol-5-yl)isoquinolin-3-yl)-4-(4-methylpiperazin-1-yl)cyclohexane-1-carboxamide CN1C(=NC=C1C=1C=C2C=C(N=CC2=CC1)NC(=O)[C@@H]1CC[C@H](CC1)N1CCN(CC1)C)C